5-[(Z)-N'-hydroxycarbamimidoyl]-N-(1-methyl-4-piperidyl)-6-(2,2,2-trifluoroethyl)thieno[2,3-b]pyrrole-3-carboxamide O\N=C(/N)\C1=CC2=C(N1CC(F)(F)F)SC=C2C(=O)NC2CCN(CC2)C